(1s,3R,4s,5S,7s)-4-hydroxyadamantane OC1C2CC3CC(CC1C3)C2